4,5-dihydroxy-4'-fluorotolan OC1=CC=C(C=C1O)C#CC1=CC=C(C=C1)F